C(C1=CC=CC=C1)OC(NC1=C(C=CC(=C1)C)C=O)=O (2-FORMYL-5-METHYL-PHENYL)-CARBAMIC ACID BENZYL ESTER